6-fluoro-5-hydroxy-2-oxo-2,3-dihydro-1H-benzo[b]azepine FC1=CC=CC=2NC(CC=C(C21)O)=O